2',5-dichloro-N-(5-chloro-6-(2H-1,2,3-triazol-2-yl)pyridin-3-yl)-4'-fluoro-2-(trifluoroMethyl)-[1,1'-biphenyl]-4-carboxamide ClC1=C(C=CC(=C1)F)C1=C(C=C(C(=C1)Cl)C(=O)NC=1C=NC(=C(C1)Cl)N1N=CC=N1)C(F)(F)F